[2H]C(C1(CC(C1)OC1=C(C=CC=C1)C)C(I)([2H])[2H])(I)[2H] [3,3-Bis[dideuterio(iodo)methyl]cyclobutoxy]-methylbenzene